COC(=O)C1=NN(C=N1)[C@@H]1O[C@@H]([C@H]([C@H]1OC)O[Si](C)(C)C(C)(C)C)C=O 1-((2R,3R,4S,5S)-4-((tert-butyldimethylsilyl)oxy)-5-formyl-3-methoxytetrahydrofuran-2-yl)-1H-1,2,4-triazole-3-carboxylic acid methyl ester